3-(isopropoxy)toluene tert-Butyl-2-[1-[2-(1,3-dimethylindazol-5-yl)-6-methyl-4-oxo-chromen-8-yl]ethylamino]benzoate C(C)(C)(C)OC(C1=C(C=CC=C1)NC(C)C=1C=C(C=C2C(C=C(OC12)C=1C=C2C(=NN(C2=CC1)C)C)=O)C)=O.C(C)(C)OC=1C=C(C)C=CC1